BrCCC[Si](OCC)(OCC)C 3-bromopropyl-methyl-diethoxysilane